N(C1=CC=CC=C1)C=1N(C(C2=C(N1)N=CC(=C2)Cl)=O)C2=CC=CC=C2 2-anilino-6-chloro-3-phenylpyrido[2,3-d]pyrimidin-4(3H)-one